8-(4-(4-ethylphenyl)butyl)-2,3-dihydrobenzo[b][1,4]oxazepin-4(5H)-one C(C)C1=CC=C(C=C1)CCCCC=1C=CC2=C(OCCC(N2)=O)C1